N(=[N+]=[N-])CCOCCOCCOCCOCCN(C(C(COCCCCCCCC(=O)OC\C=C/CCCCCC)OCCCCCCCC(=O)OC\C=C/CCCCCC)=O)CCCCCCCC [(Z)-non-2-enyl] 8-[3-[2-[2-[2-[2-(2-azidoethoxy)ethoxy]ethoxy]ethoxy]ethyl-octyl-amino]-2-[8-[(Z)-non-2-enoxy]-8-oxo-octoxy]-3-oxo-propoxy]octanoate